N-(3-fluorobenzyl)-2-(5-methoxy-1H-indazol-3-yl)ethan-1-amine FC=1C=C(CNCCC2=NNC3=CC=C(C=C23)OC)C=CC1